2-(4-(trifluoromethyl)phenyl)piperidine-1,2-dicarboxylate FC(C1=CC=C(C=C1)C1(N(CCCC1)C(=O)[O-])C(=O)[O-])(F)F